BrC1=C(CN(CC(=O)O)S(=O)(=O)CC2=CC=CC=C2)C=CC=C1 N-(2-bromobenzyl)-N-toluenesulfonylglycine